ClC1=C(N(C(C2=C(C=CC=C12)C(=O)NC)=O)C1=CC=CC=C1)[C@H](C)NC=1C2=C(N=CN1)NC=CC2=O (S)-4-chloro-N-methyl-1-oxo-3-(1-((5-oxo-5,8-dihydropyrido[2,3-d]pyrimidin-4-yl)amino)ethyl)-2-phenyl-1,2-dihydroisoquinolin-8-carboxamide